NC=1C(=C(C=CC1)C1=CC=C(C=N1)C(=O)OC)OC methyl 6-(3-amino-2-methoxyphenyl)pyridine-3-carboxylate